C12=C(C=3CCC3C=C2CC1)NC(=O)C1=NN2C(OCCC2)=C1S(=O)(N)=N (tricyclo[6.2.0.03,6]deca-1,3(6),7-trien-2-ylcarbamoyl)-6,7-dihydro-5H-pyrazolo[5,1-b][1,3]oxazine-3-sulfonimidamide